2-((S)-4-((R)-4-chloro-2'-(((S)-1-methylpyrrolidin-2-yl)methoxy)-5',8'-dihydro-6'H-spiro[indene-1,7'-quinazolin]-4'-yl)-1-(2-fluoroacryloyl)piperazin-2-yl)acetonitrile ClC1=C2C=C[C@]3(CCC=4C(=NC(=NC4C3)OC[C@H]3N(CCC3)C)N3C[C@@H](N(CC3)C(C(=C)F)=O)CC#N)C2=CC=C1